3-Z-[1-(4-(N-(2-dimethylamino-ethyl)-N-methylsulfonyl-amino)-anilino)-1-phenyl-methylene]-6-methoxycarbonyl-2-indolinone CN(CCN(S(=O)(=O)C)C1=CC=C(N\C(\C2=CC=CC=C2)=C\2/C(NC3=CC(=CC=C23)C(=O)OC)=O)C=C1)C